R-4-phenyl-2-butylamine C1(=CC=CC=C1)CC[C@@H](C)N